N-(2-aminoethyl)-1-[4-[[3-(3-fluoro-4-methoxyphenyl)imidazo[1,2-a]pyrazin-8-yl]amino]-2-methylbenzoyl]piperidine-4-carboxamide NCCNC(=O)C1CCN(CC1)C(C1=C(C=C(C=C1)NC=1C=2N(C=CN1)C(=CN2)C2=CC(=C(C=C2)OC)F)C)=O